ClC1=C(C=C(C(=C1)OC)OC)B(O)O (2-chloro-4,5-dimethoxy-phenyl)boronic acid